FC1=C(C=C(C=C1)NC(=O)[C@@H]1[C@@H](C\2CCC1/C2=C/C(F)(F)F)NC(=O)C=2C(=NC=C(C2)CCCO)OC)C(F)(F)F N-[(2R,3S,7Z)-3-{[4-fluoro-3-(trifluoromethyl)phenyl]carbamoyl}-7-(2,2,2-trifluoroethylidene)bicyclo[2.2.1]heptan-2-yl]-5-(3-hydroxypropyl)-2-methoxypyridine-3-carboxamide